ClC=1N=CC(=NC1)C(=O)NC=1C=C(C=2N(C1)C=C(N2)C)Cl 5-Chloro-N-(8-chloro-2-methylimidazo[1,2-a]pyridin-6-yl)pyrazine-2-carboxamide